tert-butyl 4-((6-cyano-1-oxoisoindolin-2-yl)methyl)-5-methoxy-7-methyl-1H-indole-1-carboxylate C(#N)C1=CC=C2CN(C(C2=C1)=O)CC1=C2C=CN(C2=C(C=C1OC)C)C(=O)OC(C)(C)C